NC=1C=2N(C=CN1)C(=NC2C2=CC=C(C=C2)C(C(F)(F)F)(O)C2=CC(=CC=C2)F)[C@H]2CN1C(CC[C@@H]1CC2)=O (6R,8aS)-6-(8-amino-1-{4-[2,2,2-trifluoro-1-(3-fluorophenyl)-1-hydroxyethyl]phenyl}imidazo[1,5-a]pyrazin-3-yl)hexahydroindolizin-3(2H)-one